(2R,3S)-3-(3,4,5-tris(benzyloxy) phenyl)-1,2,3,4-tetrahydronaphthalen-2-yl 3,4,5-tris(benzyloxy)-2-fluorobenzoate C(C1=CC=CC=C1)OC=1C(=C(C(=O)O[C@@H]2CC3=CC=CC=C3C[C@H]2C2=CC(=C(C(=C2)OCC2=CC=CC=C2)OCC2=CC=CC=C2)OCC2=CC=CC=C2)C=C(C1OCC1=CC=CC=C1)OCC1=CC=CC=C1)F